4-(2-(((cyclopropylmethyl)amino)ethyl)phenyl)-6-phenyl-5,6,7,8-tetrahydronaphthalen-2-ol C1(CC1)CNCCC1=C(C=CC=C1)C1=CC(=CC=2CCC(CC12)C1=CC=CC=C1)O